COC1=CC=C(C=N1)C(=O)N(C=1C=C(C=2N(C1)C(=CN2)C=2C=CC(=NC2)NC(OC)=O)C)C methyl N-[5-[6-[(6-methoxypyridine-3-carbonyl)-methyl-amino]-8-methyl-imidazo[1,2-a]pyridin-3-yl]-2-pyridyl]carbamate